5-(hexahydropyridin-2-yl)-2-methylbenzo[2,1-d][1,3]thiazole N1C(CCCC1)C1=CC=2N=C(SC2C=C1)C